C(C)(C)(C)OC(NC(C=O)C(CC)C)=O 3-methyl-1-oxopentan-2-yl-carbamic acid tert-butyl ester